NN=CNCCCC(C(=O)N1[C@H](C[C@@H](CC1)C)C(=O)O)NS(=O)(=O)C=1C=CC=C2CC(CNC12)C (2R,4R)-1-[5-[(aminoiminomethyl)amino]-1-oxo-2-[[(1,2,3,4-tetrahydro-3-methyl-8-quinolyl)sulfonyl]amino]amyl]-4-methyl-2-piperidinecarboxylic acid